CC[C@]1(C[C@@H](C2=C(C1)C(=C3C(=C2O)C(=O)C4=C(C3=O)C=CC=C4OC)O)O[C@H]5C[C@@H]([C@@H]([C@@H](O5)C)O)[NH3+])O The molecule is an organic cation that is the conjugate acid of 13-deoxydaunorubicin, obtained by protonation of the primary amino function. It is an ammonium ion derivative and an organic cation. It is a conjugate base of a 13-deoxydaunorubicin.